5-(2,4-Difluorophenoxy)picolinic acid ethyl ester C(C)OC(C1=NC=C(C=C1)OC1=C(C=C(C=C1)F)F)=O